O1C(=CC=C1)CCC(=O)N 3-(furan-2-yl)propanamid